benzyl-(S)-3-methylpiperazine-1-carboxylate C(C1=CC=CC=C1)OC(=O)N1C[C@@H](NCC1)C